Di-potassium hydrogen phosphate trihydrate O.O.O.P(=O)(O)([O-])[O-].[K+].[K+]